1-boc-4-cyanopiperidine C(=O)(OC(C)(C)C)N1CCC(CC1)C#N